2-(2-aminoethoxy)ethoxy-N-(2-(2-(2,2-dimethoxyethoxy)ethoxy)ethyl)acetamide NCCOCCOCC(=O)NCCOCCOCC(OC)OC